3-(1-(2-amino-6-methylpyrimidin-4-yl)azepan-2-yl)-4-fluoro-N-methylbenzamide NC1=NC(=CC(=N1)N1C(CCCCC1)C=1C=C(C(=O)NC)C=CC1F)C